(R)-5-(3-Aminopiperidine-1-carbonyl)-2-(1-ethyl-1H-indol-2-yl)-1-methyl-1H-benzo[d]imidazole-7-carbonitrile, hydrochloride salt Cl.N[C@H]1CN(CCC1)C(=O)C1=CC2=C(N(C(=N2)C=2N(C3=CC=CC=C3C2)CC)C)C(=C1)C#N